tert-butyl rac-3-(((1R,3S)-3-(((tert-butyldiphenylsilyl)oxy)methyl)-2,2-dimethylcyclopropyl)methoxy)propanoate [Si](C1=CC=CC=C1)(C1=CC=CC=C1)(C(C)(C)C)OC[C@@H]1C([C@@H]1COCCC(=O)OC(C)(C)C)(C)C |r|